BrC1=C(C(=CC=C1)Br)C(F)(F)F 1,3-dibromo-2-(trifluoromethyl)benzene